BrC1=CC=C(C(=O)N(C[C@@H]2COCC2)C)C=C1 (R)-4-bromo-N-methyl-N-((tetrahydrofuran-3-yl)methyl)benzamide